NC1=NC=CC(=C1)C1C(NC(CC1)=O)=O 3-(2-aminopyridine-4-yl)piperidine-2,6-dione